9'-bromo-2'-methyl-4'H-spiro[cyclopropane-1,3'-pyrazino[1,2-b]indazole] BrC1=CC=2C=3N(NC2C=C1)CC1(N(C3)C)CC1